4-amino-1-naphthoic acid NC1=CC=C(C2=CC=CC=C12)C(=O)O